CS(=O)(=O)C1=CC=CC=C1 p-methylsulfonyl-benzene